C1(CCC1)C1=CC(=C2C=NC(=NN21)N[C@H]2[C@@H](CN(CC2)S(=O)(=O)C)O)F (3R,4R)-4-((7-cyclobutyl-5-fluoropyrrolo[2,1-f][1,2,4]triazin-2-yl)amino)-1-(methylsulfonyl)piperidin-3-ol